ClC1=CC=C(CN2C(=NC=3N(C(N(C(C23)=O)CCCO)=O)C)OC2=CC=C(C=C2)F)C=C1 7-(4-chlorobenzyl)-8-(4-fluorophenoxy)-1-(3-hydroxypropyl)-3-methyl-1H-purine-2,6(3H,7H)-dione